4-cyclohexyl-1-isopropyl-N-(1-(3,4,5-trimethoxyphenyl)-1H-imidazol-4-yl)-1H-pyrazolo[3,4-d]pyrimidin-6-amine C1(CCCCC1)C1=C2C(=NC(=N1)NC=1N=CN(C1)C1=CC(=C(C(=C1)OC)OC)OC)N(N=C2)C(C)C